[SiH3][SiH]1[SiH2][SiH2][SiH2][SiH2]1 silylcyclopentasilane